cis-2-Amino-2-methylcyclopentanecarboxylic acid hydrochloride C[C@]1(CCC[C@@H]1C(=O)O)N.Cl